C(C#CC)N1C(=NC=2N(C(N(C(C12)=O)CC1=C(C(=O)OC)C=CC(=N1)F)=O)C)N1C[C@@H](CCC1)NC(=O)OC(C)(C)C methyl (R)-2-((7-(but-2-yn-1-yl)-8-(3-((tert-butoxycarbonyl) amino) piperidin-1-yl)-3-methyl-2,6-dioxo-2,3,6,7-tetrahydro-1H-purin-1-yl) methyl)-6-fluoronicotinate